C1=CC=CC=2C3=CC=CC=C3C(C12)COC(=O)N[C@H](C(=O)O)CC1=NC=C(C=C1)C(N)=O (S)-2-((((9H-fluoren-9-yl)methoxy)carbonyl)amino)-3-(5-carbamoylpyridin-2-yl)propanoic acid